C12(CC3CC(CC(C1)C3)C2)CN2N=CC(=C2C)C2=C(C=3N(C=C2)C(=CN3)C3=NC=C(C(=C3)C)NC3=NC=CC=N3)C(=O)O 7-(1-(adamantan-1-ylmethyl)-5-methyl-1H-pyrazol-4-yl)-3-(4-methyl-5-(pyrimidin-2-ylamino)pyridin-2-yl)imidazo[1,2-a]pyridine-8-carboxylic acid